2,2-bis(4,4-di-t-amyl-cyclohexyl)propane C(C)(C)(CC)C1(CCC(CC1)C(C)(C)C1CCC(CC1)(C(C)(C)CC)C(C)(C)CC)C(C)(C)CC